acryloyloxybenzaldehyde C(C=C)(=O)OC1=C(C=O)C=CC=C1